C(CCCCCCC)C(COC(=O)C1=CC2=CC3=C(C=C(C4=C3SC=C4)C(=O)OCC(CCCCCCCCCC)CCCCCCCC)C=C2C=2SC(=C(C21)CC(CCCCCCCCCC)CCCCCCCC)CC(CCCCCCCCCC)CCCCCCCC)CCCCCCCCCC bis(2-octyldodecyl)anthraceno[1,2-b:5,6-b']dithiophene-4,10-dicarboxylic acid bis(2-octyldodecyl) ester